(1-cyano-3-methylpyrrolidin-3-yl)-2-fluoro-4-(1-methyl-1H-pyrazol-4-yl)benzamide C(#N)N1CC(CC1)(C)C=1C(=C(C(=O)N)C=CC1C=1C=NN(C1)C)F